3,5-di-tert-butyl-4-hydroxy-phenyl-valeric acid C(C)(C)(C)C=1C=C(C=C(C1O)C(C)(C)C)C(C(=O)O)CCC